1,3,4,6-tetraallyltetrahydroimidazo[4,5-d]imidazole-2,5(1H,3H)-dione C(C=C)N1C(N(C2C1N(C(N2CC=C)=O)CC=C)CC=C)=O